CN1CCNC(C2=C1C=CC=C2)=O 1-methyl-2,3-dihydro-1,4-benzodiazepin-5-one